(2-chloro-5-fluoropyridin-4-yl)-1-{[2-(trimethylsilyl)ethoxy]methyl}pyrazole-3-carboxylic acid methyl ester COC(=O)C1=NN(C=C1C1=CC(=NC=C1F)Cl)COCC[Si](C)(C)C